(6aR)-4-((tetrahydro-2H-pyran-2-yl)methyl)-6,6a,7,8,9,10-hexahydro-5H-pyrazino[1,2-a][1,8]naphthyridine O1C(CCCC1)CC=1C=2CC[C@H]3N(C2N=CC1)CCNC3